7-[3-[bis[(4-methoxyphenyl)methyl]amino]-1-isoquinolinyl]-5,6,7,8-tetrahydro-3H-quinazolin-4-one COC1=CC=C(C=C1)CN(C=1N=C(C2=CC=CC=C2C1)C1CCC=2C(NC=NC2C1)=O)CC1=CC=C(C=C1)OC